3-hydroxy-[1,1'-biphenyl]-2-carboxylic acid OC1=C(C(=CC=C1)C1=CC=CC=C1)C(=O)O